ClC1=NC=C(C=C1C(C)OC(=O)NC1=C(N=NN1C)C1=NC=C(C(=O)O)C=C1)F 6-(5-(((1-(2-chloro-5-fluoropyridin-3-yl)ethoxy)carbonyl)amino)-1-methyl-1H-1,2,3-triazol-4-yl)nicotinic acid